FC1=CC=C(C=C1)C1=NN2C(N=CC(=C2)C(=O)NC2=C(C=CC(=C2)[N+](=O)[O-])OC)=C1 2-(4-fluorophenyl)-N-(2-methoxy-5-nitrophenyl)pyrazolo[1,5-a]Pyrimidine-6-amide